FC1=C(N[C@H](C(=O)OC(C)(C)C)C(C)(C)C)C=CC(=C1)F tert-butyl (2S)-2-(2,4-difluoroanilino)-3,3-dimethyl-butanoate